BrC1=CC2=C(OC(CN2C)C2=CC=C(C=C2)C(F)(F)F)C=C1 6-bromo-4-methyl-2-(4-(trifluoromethyl)phenyl)-3,4-dihydro-2H-benzo[b][1,4]oxazine